OC1=C(C=C(C(=O)OC)C=C1)C(=O)OC Dimethyl 4-hydroxyisophthalate